(2R,3R,11bR)-3-(tert-butoxy)-10-methoxy-9-(1-methylcyclobutoxy)-1,3,4,6,7,11b-hexahydro-2H-pyrido[2,1-a]isoquinolin-2-ol C(C)(C)(C)O[C@H]1[C@@H](C[C@H]2N(CCC3=CC(=C(C=C23)OC)OC2(CCC2)C)C1)O